COC=1C=C(C2=CC=CC=C2C1)CCN1CCCC1 1-(2-(3-methoxynaphthalen-1-yl)ethyl)pyrrolidine